C(C)(C)(C)C1=CC=C(C=C1)NC1CCC(CC1)NC(OC(C)(C)C)=O tert-Butyl (4-((4-(tert-butyl)phenyl)amino)cyclohexyl)carbamate